O1COC2=C1C=CC(=C2)/C=C/C=C/C(=O)N2CCN(CC2)C2=CC=C(C=C2)Cl (2e,4e)-5-(benzo[d][1,3]dioxol-5-yl)-1-(4-(4-chlorophenyl)piperazin-1-yl)penta-2,4-dien-1-one